C1(CC1)C1=NN(C(=C1I)C(=O)OCC)CC12CC(C1)(C2)F ethyl 3-cyclopropyl-1-((3-fluorobicyclo[1.1.1]pentan-1-yl)methyl)-4-iodo-1H-pyrazole-5-carboxylate